FC(C(=O)[O-])(F)F.C1[NH2+]CC12CCNCC2 2,7-diazaspiro[3.5]nonan-2-ium trifluoroacetate